CC1=CC=C(C=C1)S(=O)(=O)O.NC/C(/COC1=CC2=C(N=C(O2)NCC(C)(C)C)C=C1)=C\F (E)-6-((2-(amino-methyl)-3-fluoro-allyl)oxy)-N-neopentylbenzo-[d]oxazol-2-amine 4-methylbenzene-sulfonate